C(C)(C)C1=CN=C2N1C=C(C=C2NC2CCN(CC2)C[C@@H]2CNCCO2)C(F)(F)F 3-isopropyl-N-[1-[[(2S)-morpholin-2-yl]methyl]-4-piperidyl]-6-(trifluoromethyl)imidazo[1,2-a]pyridin-8-amine